N-phenyl-3-(p-tolyl)-N-tetrahydrofuran-3-yl-prop-2-enamide C1(=CC=CC=C1)N(C(C=CC1=CC=C(C=C1)C)=O)C1COCC1